(S)-4-(5-(3,5-dimethylisoxazol-4-yl)-1-((trans)-4-trideuteromethoxycyclohexyl)-1H-benzo[d]imidazol-2-yl)-3-(3-methyl-4-fluorophenyl)-1,3-oxazinane-2-one CC1=NOC(=C1C1=CC2=C(N(C(=N2)[C@H]2N(C(OCC2)=O)C2=CC(=C(C=C2)F)C)[C@@H]2CC[C@H](CC2)OC([2H])([2H])[2H])C=C1)C